FC1CCC(CC1)N 4-fluorocyclohexane-1-amine